N-(3,5-dichloro-2-hydroxyphenyl)undecanamide ClC=1C(=C(C=C(C1)Cl)NC(CCCCCCCCCC)=O)O